FC(OC1=CC=C(C=C1)C(C)N1C(C=2N(CC1CO)N=C1C2CN([C@@H](C1)C)C(=O)OC(C)(C)C)=O)F (3R)-tert-butyl 9-(1-(4-(difluoromethoxy)phenyl)ethyl)-8-(hydroxymethyl)-3-methyl-10-oxo-3,4,7,8,9,10-hexahydropyrido[4',3':3,4]pyrazolo[1,5-a]pyrazine-2(1H)-carboxylate